(R)-tert-butyl 8-(2,2-difluoroethoxy)-11,11-difluoro-3,4,8,9,10,11-hexahydro-1H-pyrido[4',3':3,4]pyrazolo[1,5-a]azepine-2(7H)-carboxylate FC(CO[C@@H]1CCC(C=2N(C1)N=C1C2CN(CC1)C(=O)OC(C)(C)C)(F)F)F